tert-butyl(3-fluoro-2-vinylpyridin-4-yl) carbamate C(N)(OC1=C(C(=NC=C1C(C)(C)C)C=C)F)=O